3-ethyl-6-(6-(methyl(2,2,6,6-tetramethylpiperidin-4-yl)amino)pyridazin-3-yl)quinolin-7-ol C(C)C=1C=NC2=CC(=C(C=C2C1)C=1N=NC(=CC1)N(C1CC(NC(C1)(C)C)(C)C)C)O